C[C@@H]1CN(CCN1C)C1=NC=C(C(=N1)N1CC(C1)(C(=O)NC(C)(C)C1=CN=C2N1C=CC=C2)C)F 1-{2-[(3R)-3,4-dimethylpiperazin-1-yl]-5-fluoropyrimidin-4-yl}-N-(2-{imidazo[1,2-a]pyridin-3-yl}propan-2-yl)-3-methylazetidine-3-carboxamide